N1=CC=NC2=CC(=CC=C12)C=C1CC2=CC=CC=C2CC1 2-(quinoxalin-6-ylmethylene)-3,4-dihydronaphthalen